[2-(2,6-dioxopiperidin-3-yl)-4-methoxy-3-oxo-2,3-dihydro-1H-isoindol-5-yl]methyl N-{4-[(3,4-difluorophenyl)methyl]phenyl}carbamate FC=1C=C(C=CC1F)CC1=CC=C(C=C1)NC(OCC=1C(=C2C(N(CC2=CC1)C1C(NC(CC1)=O)=O)=O)OC)=O